NC1=NC=NN2C1=C(C=C2C=2C=C(C(=NC2)OC)C(=O)N[C@@H]2CN(C[C@@H]2F)C(C)C=2N=C(SC2Br)Br)C(F)(F)F 5-[4-amino-5-(trifluoromethyl)pyrrolo[2,1-f][1,2,4]triazin-7-yl]-N-[(3R,4S)-1-[1-(2,5-dibromo-1,3-thiazol-4-yl)ethyl]-4-fluoropyrrolidin-3-yl]-2-methoxypyridine-3-carboxamide